1-(3-chloro-5-(trifluoromethyl)phenyl)-3-azabicyclo[3.1.0]hexane hydrochloride Cl.ClC=1C=C(C=C(C1)C(F)(F)F)C12CNCC2C1